CC1CN(C(=CC1)C=1C=C2CNC(C2=CC1)=O)C(=O)OC(C)(C)C tert-Butyl 3-methyl-6-(1-oxoisoindolin-5-yl)-3,4-dihydro-2H-pyridine-1-carboxylate